8-(2-Ethylbutyl)-9-(4-((1-(3-fluoropropyl)azetidin-3-yl)methyl)phenyl)-6,7-dihydro-5H-benzo[7]annulen C(C)C(CC=1CCCC2=C(C1C1=CC=C(C=C1)CC1CN(C1)CCCF)C=CC=C2)CC